4-(Oxetan-3-yloxy)pyridin-2-amine O1CC(C1)OC1=CC(=NC=C1)N